(S)-N-(4-(2-chlorophenyl)thiazol-2-yl)-1-cyano-N-methylpyrrolidine-2-carboxamide ClC1=C(C=CC=C1)C=1N=C(SC1)N(C(=O)[C@H]1N(CCC1)C#N)C